FC1=C(C=C2C=NNC2=C1)COC1=CC=CC(=N1)C1CCN(CC1)CC1=NC2=C(N1CCOC)C=C(C=C2)C(=O)O 2-((4-(6-((6-fluoro-1H-indazol-5-yl)methoxy)pyridin-2-yl)piperidin-1-yl)methyl)-1-(2-methoxyethyl)-1H-benzo[d]imidazole-6-carboxylic acid